10-(4-(4-phenylpiperazin-1-yl)butyl)-2-(trifluoromethyl)-10H-phenothiazine C1(=CC=CC=C1)N1CCN(CC1)CCCCN1C2=CC=CC=C2SC=2C=CC(=CC12)C(F)(F)F